1-fluoro-3-(benzenesulfonyl)-7-(o-tolyl)-3,6-dihydropyrrolo[3,2-e]indazole FC1=NN(C=2C=CC3=C(C12)C=C(N3)C3=C(C=CC=C3)C)S(=O)(=O)C3=CC=CC=C3